3-((6-(Chloromethyl)-3-fluoropyridazin-4-yl)amino)piperidine-2,6-dione ClCC1=CC(=C(N=N1)F)NC1C(NC(CC1)=O)=O